dihexylsulfosuccinic acid sodium salt [Na+].C(CCCCC)C(C(C(=O)[O-])S(=O)(=O)[O-])(C(=O)[O-])CCCCCC.[Na+].[Na+]